toluidinate NC=1C(=CC=CC1)C(=O)[O-]